4-((3-carbamoyl-tert-Butyl 6-(2-chloro-6-fluorophenyl)pyridazin-4-yl)amino)benzoate C(N)(=O)C=1N=NC(=C(C1NC1=CC=C(C(=O)[O-])C=C1)C(C)(C)C)C1=C(C=CC=C1F)Cl